C=CC(CC(=NOS(=O)(=O)[O-])S[C@H]1[C@@H]([C@H]([C@@H]([C@H](O1)CO)O)O)O)O The molecule is a glucosinolate resulting from the removal of a proton from the oxime hydrogen sulfate moiety of xi-progoitrin. It derives from a gluconapin(1-). It is a conjugate base of a xi-progoitrin.